C(CCCCC(=O)[O-])(=O)OCOC(=O)N1C[C@@]2(C[C@@H]2C1)C1=CC2=CC=CC=C2C=C1 ((((1r,5s)-1-(naphthalen-2-yl)-3-azabicyclo[3.1.0]hexane-3-carbonyl) oxy) methyl) adipate